(2R,3R,4S,5S)-2-(4-amino-5-fluoro-7H-pyrrolo[2,3-d]pyrimidin-7-yl)-5-((R)-1-(3,4-difluorophenyl)-1-hydroxyethyl)tetrahydrofuran-3,4-diol NC=1C2=C(N=CN1)N(C=C2F)[C@@H]2O[C@@H]([C@H]([C@H]2O)O)[C@](C)(O)C2=CC(=C(C=C2)F)F